deoxy guanosine-3'-phosphate P(=O)(O)(O)O[C@H]1C[C@@H](O[C@@H]1CO)N1C=NC=2C(=O)NC(N)=NC12